(R)-3-nitrobenzidine [N+](=O)([O-])C=1C=C(C=CC1N)C1=CC=C(N)C=C1